C(CCCCC)OC1CCC(O1)(C)C 5-(hexyloxy)-2,2-dimethyltetrahydrofuran